C(#N)CC1=CC=C(C=N1)NC(=O)C=1C(N(C=CC1)C1=C(C=C(C=C1)F)OCC(F)(F)F)=O N-[6-(cyanomethyl)pyridin-3-yl]-1-[4-fluoro-2-(2,2,2-trifluoroethoxy)phenyl]-2-oxo-1,2-dihydropyridine-3-carboxamide